C1(CC1)OC1=CC(=CC2=C1N=C(S2)N2[C@H]1C[C@H]([C@@H](C2)C1)C=1C(=NOC1C1CC1)C1=C(C=CC=C1Cl)Cl)C(=O)OC methyl 4-cyclopropoxy-2-[(1S,4S,5R)-5-[[5-cyclopropyl-3-(2,6-dichlorophenyl)-1,2-oxazol-4-yl]]-2-azabicyclo[2.2.1]heptan-2-yl]-1,3-benzothiazole-6-carboxylate